1-chloro-1,3-dimethyl-1,3-disilacyclohexane Cl[Si]1(C[SiH](CCC1)C)C